5,8-dimethylnaphthalenedimethanol CC=1C2=CC=C(C(=C2C(=CC1)C)CO)CO